C(C1=CC=CC=C1)OC(=O)N1CC2(CC2)[C@@H](C1)NC1=NC(=C(C=C1)C=1N=C2N(C1)CCC2(F)F)C (S)-7-((5-(7,7-difluoro-6,7-dihydro-5H-pyrrolo[1,2-a]imidazol-2-yl)-6-methylpyridin-2-yl)amino)-5-azaspiro[2.4]heptane-5-carboxylic acid benzyl ester